O=C1N(CC2=CC=CC=C12)C(=O)OC(C)(C)C Tert-butyl 1-oxoisoindole-2-carboxylate